CC1=C(C=C(C=C1)[N+](=O)[O-])C1=CC2=C(N=C(N=C2)NC=2C=NC(=CC2)C)C(N1)=O 6-(2-methyl-5-nitrophenyl)-2-((6-methylpyridin-3-yl)amino)pyrido[3,4-d]pyrimidin-8(7H)-one